(6-methyl-[2,2'-bipyridin]-3-yl)((1S,4R,6R)-6-((5-(trifluoromethyl)pyridin-2-yl)amino)-2-azabicyclo[2.2.2]oct-2-yl)methanone CC1=CC=C(C(=N1)C1=NC=CC=C1)C(=O)N1[C@@H]2[C@@H](C[C@H](C1)CC2)NC2=NC=C(C=C2)C(F)(F)F